ON1[C@@H]2CC[C@H](N(C1=O)C2)C(NC(=O)C2CCN(CC2)C)=N N-(((2S,5R)-6-hydroxy-7-oxo-1,6-diazabicyclo[3.2.1]oct-2-yl)(imino)methyl)-1-methylpiperidine-4-carboxamide